C1[C@@H](NC2=C(N1)N=C(NC2=O)N)CNC3=CC=C(C=C3)C(=O)N[C@@H](CCC(=O)O)C(=O)O The molecule is a derivative of folic acid in which the pteridine ring is fully reduced; it is the parent compound of a variety of coenzymes that serve as carriers of one-carbon groups in metabolic reactions. It has a role as a cofactor. It is a conjugate acid of a (6S)-5,6,7,8-tetrahydrofolate(2-).